1-hexadecyl-2,3-dimethylimidazole hydrobromide Br.C(CCCCCCCCCCCCCCC)N1C(N(C=C1)C)C